FC=1C=CC(=NC1)C1=NN2C(CCC(C2)(C)C)=C1 2-(5-Fluoro-2-pyridyl)-6,6-dimethyl-5,7-dihydro-4H-pyrazolo[1,5-a]pyridin